methyl (2S)-2-{[(benzyloxy)carbonyl]amino}-3-{4-[(tert-butoxycarbonyl)(methyl)amino]naphthalen-2-yl}propanoate C(C1=CC=CC=C1)OC(=O)N[C@H](C(=O)OC)CC1=CC2=CC=CC=C2C(=C1)N(C)C(=O)OC(C)(C)C